(R)-6-bromo-N-(1-ethylpiperidin-3-yl)-3H-pyrrolo[2,3-b]Pyridin-2-amine BrC1=CC=C2C(=N1)N=C(C2)N[C@H]2CN(CCC2)CC